(7R)-5-oxa-2-azaspiro[3.4]octan C1NCC12OCCC2